C(C)(C)(C)C1=C(C=CC=C1)N(C=1C2(C3=CC4=CC=CC=C4C3=CC1)C=CC=C1C3=CC=CC=C3C=C12)C1=C(C=CC=C1)C1=CC=CC=2OC3=C(C21)C=CC=C3 (tert-butylphenyl)(dibenzofuranylphenyl)(spirobifluorenyl)amine